5-ethynyl-8-fluoronaphthalen-2-ol C(#C)C1=C2C=CC(=CC2=C(C=C1)F)O